FC1=CC=C(C=C1)[C@H]1CCC2=C1N=C(N=C2NC)NC21CCC(CC2)(CC1)N1C=NC(=C1)C (7R)-7-(4-fluorophenyl)-N4-methyl-N2-[4-(4-methylimidazol-1-yl)-1-bicyclo[2.2.2]octyl]-6,7-dihydro-5H-cyclopenta[d]pyrimidine-2,4-diamine